butyl tosylate (butyl tosylate) C(CCC)C1=C(S(=O)(=O)O)C=CC(=C1)C.S(=O)(=O)(OCCCC)C1=CC=C(C)C=C1